Cl.FC(OC1=C(CN2CCN(CC2)C(CN2CCN(CC2)CCC2=CC=CC=C2)=O)C=CC=C1)F 1-(4-(2-(difluoromethoxy)benzyl)piperazin-1-yl)-2-(4-phenethylpiperazin-1-yl)ethan-1-one hydrochloride